ethyl 5-[(4-fluorophenyl) methyl]-8-hydroxy-6-oxo-pyrido[2,3-b]piperazine-7-carboxylate FC1=CC=C(C=C1)CN1C(C(=C(C2=C1NCCN2)O)C(=O)OCC)=O